N-(5-((3,3-difluoro-4-((5-fluoropyrimidin-2-yl)methyl)pyrrolidin-1-yl)methyl)thiazol-2-yl)acetamide FC1(CN(CC1CC1=NC=C(C=N1)F)CC1=CN=C(S1)NC(C)=O)F